3-(4-chlorophenoxy)oxetane-3-carboxylic acid ClC1=CC=C(OC2(COC2)C(=O)O)C=C1